CN N-Methyl-Amine